[Fe].[Sr].[Zn].[Li].[Mg].[Ca] calcium magnesium lithium zinc strontium iron